CC12C(CCC3C(C4=CC=CC=C4C(C13)=O)=O)C2 1-methyl-1,2,3,4,4a,9a-hexahydromethanoanthraquinone